N1C(=CC=C1)C=C1N=C(OC1=O)C1=CC=C(C=C1)C(C)(C)C 4-((1H-pyrrol-2-yl)methylene)-2-(4-(tert-butyl)phenyl)oxazol-5(4H)-one